(4aS,5R,6S,8aR)-5-[(3Z)-5-hydroxy-3-(hydroxymethyl)pent-3-en-1-yl]-5,6,8a-trimethyl-3,4,4a,5,6,7,8,8a-octahydronaphthalene-1-carboxylic acid OC\C=C(\CC[C@]1([C@@H]2CCC=C([C@@]2(CC[C@@H]1C)C)C(=O)O)C)/CO